isopropyl ((S)-(((2R,3S,5R)-5-(6-amino-2-fluoro-9H-purin-9-yl)-2-ethynyl-3-(((hexyloxy)carbonyl)oxy)tetrahydrofuran-2-yl)methoxy)(phenoxy)phosphoryl)-L-alaninate NC1=C2N=CN(C2=NC(=N1)F)[C@H]1C[C@@H]([C@@](O1)(C#C)CO[P@](=O)(OC1=CC=CC=C1)N[C@@H](C)C(=O)OC(C)C)OC(=O)OCCCCCC